ClC1=CC(=C(N=N1)C(=O)OC)NC1CCN(CCC1)C(=O)OC(C)(C)C tert-butyl 4-(6-chloro-3-(methoxycarbonyl)pyridazin-4-ylamino)azepane-1-carboxylate